CN1C(C2=C(C(=C1)C1=C(OC3=CC=C(C=C3)CCC3CCN(CC3)C3=CC=C(N=N3)C(=O)N)C=CC(=C1)S(=O)(=O)C)C=CN2)=O 6-[4-[2-[4-[2-(6-methyl-7-oxo-1H-pyrrolo[2,3-c]pyridin-4-yl)-4-methylsulfonyl-phenoxy]phenyl]ethyl]-1-piperidyl]pyridazine-3-carboxamide